((1S,4S,6R)-6-((5-(trifluoromethyl)pyrazin-2-yl)amino)-2-azabicyclo[2.2.1]Hept-2-yl)methanone FC(C=1N=CC(=NC1)N[C@@H]1C[C@@H]2CN([C@H]1C2)C=O)(F)F